4-(2-(4-(2-acetyl-5-chlorophenyl)-5-methoxy-2-oxopyridin-1(2H)-yl)-3-(2-chlorophenyl)propionylamino)benzoic acid C(C)(=O)C1=C(C=C(C=C1)Cl)C1=CC(N(C=C1OC)C(C(=O)NC1=CC=C(C(=O)O)C=C1)CC1=C(C=CC=C1)Cl)=O